1-(2,3-dihydrobenzofuran-5-ylmethyl)-4-(4,4,5,5-tetramethyl-1,3,2-dioxaborolan-2-yl)pyrazole O1CCC2=C1C=CC(=C2)CN2N=CC(=C2)B2OC(C(O2)(C)C)(C)C